Cl.NC(C(=O)N1CCN(CC1)C(=O)NC1=NC(N(C=C1)C1=CC=C(C=C1)CCN1CC(C1)C1CCNCC1)=O)(C)C 4-(2-Amino-2-methylpropanoyl)-N-(2-oxo-1-(4-(2-(3-(piperidin-4-yl)azetidin-1-yl)ethyl)phenyl)-1,2-dihydropyrimidin-4-yl)piperazine-1-carboxamide hydrochloride salt